1-(2,2-dihydroxyethyl)-1,4-dihydro-3-ethoxy-4-oxo-5-(2,4,6-trifluorophenylalanyl)pyridine-2-carboxylic acid ethyl ester C(C)OC(=O)C=1N(C=C(C(C1OCC)=O)C([C@@H](N)CC1=C(C=C(C=C1F)F)F)=O)CC(O)O